1-(2-methylphenyl)phthalazin CC1=C(C=CC=C1)C1=NN=CC2=CC=CC=C12